hydrogen peroxide sodium salt [Na].OO